(S)-tert-butyl (2,4-dimethyl-1-(4-(4,4,5,5-tetramethyl-1,3,2-dioxaborolan-2-yl)-2-(trifluoromethyl)phenoxy)pentan-2-yl)carbamate C[C@@](COC1=C(C=C(C=C1)B1OC(C(O1)(C)C)(C)C)C(F)(F)F)(CC(C)C)NC(OC(C)(C)C)=O